geranylphenylacetic acid C(\C=C(/C)\CCC=C(C)C)C(C(=O)O)C1=CC=CC=C1